cyclohexyl 4-((3-(2,4-dioxotetrahydropyrimidin-1(2H)-yl)pyrazolo[1,5-a]pyridin-5-yl)methyl)piperidine-1-carboxylate O=C1N(CCC(N1)=O)C=1C=NN2C1C=C(C=C2)CC2CCN(CC2)C(=O)OC2CCCCC2